CN(CCN(C(CCl)=O)C)C(CCl)=O dimethyl-N,N'-di(2-chloroacetyl)ethylenediamine